2-(4-(4-(4,4-difluoropiperidine-1-carbonyl)phenoxy)phenyl)propan-2-ylcarbamic acid 1-azabicyclo[3.2.2]non-4-yl ester N12CCC(C(CC1)CC2)OC(NC(C)(C)C2=CC=C(C=C2)OC2=CC=C(C=C2)C(=O)N2CCC(CC2)(F)F)=O